N-((S)-2-((6-(1,4-dimethyl-1H-pyrazol-5-yl)-5-fluoropyridin-3-yl)amino)-1-((1r,4S)-4-methylcyclohexyl)-2-oxoethyl)-1-ethyl-1H-pyrazole-5-carboxamide CN1N=CC(=C1C1=C(C=C(C=N1)NC([C@H](C1CCC(CC1)C)NC(=O)C1=CC=NN1CC)=O)F)C